FC=1C=C(C(=O)O)C=C(C1COC1=CC=C(C=C1)OS(=O)(=O)F)F 3,5-difluoro-4-[(4-fluorosulfonyloxyphenoxy)methyl]benzoic acid